ethyl 2-butyl-4-chloro-1-((2'-(N-(4,5-dimethylisothiazol-3-yl) sulfamoyl)-2-(ethoxymethyl)-[1,1'-biphenyl]-4-yl) methyl)-1H-imidazole-5-carboxylate C(CCC)C=1N(C(=C(N1)Cl)C(=O)OCC)CC1=CC(=C(C=C1)C1=C(C=CC=C1)S(NC1=NSC(=C1C)C)(=O)=O)COCC